2-nitro-4,5-dimethylaniline [N+](=O)([O-])C1=C(N)C=C(C(=C1)C)C